(S)-3-(4-(4-((35-azido-3,6,9,12,15,18,21,24,27,30,33-undecaoxapentatriacontyl)oxy)naphthalen-1-yl)phenyl)-3-(2-(4-((4-methylpyridin-2-yl)amino)butanamido)acetamido)propanoic acid N(=[N+]=[N-])CCOCCOCCOCCOCCOCCOCCOCCOCCOCCOCCOCCOC1=CC=C(C2=CC=CC=C12)C1=CC=C(C=C1)[C@H](CC(=O)O)NC(CNC(CCCNC1=NC=CC(=C1)C)=O)=O